4-bromo-1-methyl-1H-benzo[d]imidazol-2-amine BrC1=CC=CC=2N(C(=NC21)N)C